4-(((S)-4-azaspiro[2.5]octan-7-yl)amino)-N-((R)-1-(3-(difluoromethyl)-2-fluorophenyl)ethyl)-1-(1-(difluoromethyl)cyclopropyl)-6-oxo-1,6-dihydropyridine-3-carboxamide C1CC12NCC[C@@H](C2)NC=2C(=CN(C(C2)=O)C2(CC2)C(F)F)C(=O)N[C@H](C)C2=C(C(=CC=C2)C(F)F)F